BrC1=C(C=C2C=NN(C2=C1)C1OCCCC1)NCC1=C(C=CC=C1)Cl 6-Bromo-N-[(2-chlorophenyl)methyl]-1-tetrahydropyran-2-yl-indazol-5-amine